(R)-3-((5-iodopyridin-2-yl)amino)piperidine-1-carboxylic acid tert-butyl ester C(C)(C)(C)OC(=O)N1C[C@@H](CCC1)NC1=NC=C(C=C1)I